2-{[4-({2-[(2,4-dichlorophenoxy)methyl]pyridin-4-yl}methyl)-4-(fluoromethyl)piperidin-1-yl]methyl}-1-[(1-ethyl-1H-imidazol-5-yl)methyl]-1H-1,3-benzodiazole-6-carboxylic acid ClC1=C(OCC2=NC=CC(=C2)CC2(CCN(CC2)CC2=NC3=C(N2CC2=CN=CN2CC)C=C(C=C3)C(=O)O)CF)C=CC(=C1)Cl